C(C)(C)C=1OC(=NN1)C1=CC=CC=C1 2-isopropyl-5-phenyl-1,3,4-oxadiazole